FC(C1=CC=CC(=N1)C=1C=NC(=CC1)C=O)(F)F 6-(trifluoromethyl)-[2,3'-bipyridine]-6'-carbaldehyde